BrC1=CC=C(C=C1)[C@@H](C)[N+]1=NOC(=C1)[N-]C(NC=1C=NC=C(C1)C(F)(F)F)=O (R)-(3-(1-(4-bromophenyl)ethyl)-1,2,3-oxadiazol-3-ium-5-yl)((5-(trifluoromethyl)pyridin-3-yl)carbamoyl)amide